C(C)N(CC)CC(=O)NC1=C(C=CC=C1C)C Diethylaminoacetyl-2,6-dimethylaniline